2-(2,3-dichlorophenyl)-N-(2,4-dimethoxybenzyl)-6-(methylsulfonyl)-2H-pyrazolo[3,4-d]pyrimidin-4-amine ClC1=C(C=CC=C1Cl)N1N=C2N=C(N=C(C2=C1)NCC1=C(C=C(C=C1)OC)OC)S(=O)(=O)C